C1CC2CC1C=C2 8,9,10-trinorborn-2-ene